2,2-dimethoxy-N-(methyl-d3)ethan-1-amine COC(CNC([2H])([2H])[2H])OC